C(C)NC1=C(C=C(C(=C1)C=1N=NNN1)N1CCN(CC1)CC=1N=NC=CC1)CC(C)C N-ethyl-2-isobutyl-4-[4-(pyridazin-3-ylmethyl)piperazin-1-yl]-5-(2H-tetrazol-5-yl)aniline